CN(CCSC1=CC(=C(C=C1)NC1=NC=NC(=C1)N1OCC[C@@H]1C1=CC=CC=C1)OC)C (R)-N-(4-((2-(dimethylamino)ethyl)thio)-2-methoxyphenyl)-6-(3-phenylisoxazolidin-2-yl)pyrimidin-4-amine